6,6,9-Trimethyl-3-pentyl-6H-dibenzo[b,c]pyran-1-ol CC1(C=C2C3(C(O1)C=C(C=C3O)CCCCC)C=CC(=C2)C)C